1,4-bis-(aminomethyl)cyclohexane NCC1CCC(CC1)CN